4-(2-amino)ethylmorpholine NCCN1CCOCC1